tert-butyl N-[5-ethynyl-8-(methylamino)-2,7-naphthyridin-3-yl]carbamate C(#C)C1=C2C=C(N=CC2=C(N=C1)NC)NC(OC(C)(C)C)=O